3-vinyl-cyclobutanone C(=C)C1CC(C1)=O